OCCC1=CC=C(C=C1)C(=N)N(C)C (4-(2-hydroxyethyl)phenyl)-N,N-dimethylformamidine